FC1=C(C=CC=C1)C1=CC=CC=C1 FLUOROBIPHENYL